C(C)(C)[Si](C(C)C)(C(C)C)CCC1=C(C=CC2=CC=CC=C12)O ((triisopropylsilyl)ethyl)naphthalen-2-ol